N-[2-(2-chloro-4-methylphenyl)-2,2-difluoroethyl]-5-[(3-cyclopropyl-2-fluorophenyl)sulfinyl]-2-methylisonicotinamide ClC1=C(C=CC(=C1)C)C(CNC(C1=CC(=NC=C1S(=O)C1=C(C(=CC=C1)C1CC1)F)C)=O)(F)F